(E)-5-(4-Fluorophenyl)nicotinaldehyde oxime FC1=CC=C(C=C1)C=1C=NC=C(/C=N/O)C1